7-(2-(4-fluoro-2,6-dimethylphenoxy)-5-(2-hydroxypropan-2-yl)phenyl)-2-(4-(3-Hydroxypropoxy)-3,5-dimethylphenyl)-5-methylfuro[3,2-c]pyridin-4(5H)-one FC1=CC(=C(OC2=C(C=C(C=C2)C(C)(C)O)C=2C3=C(C(N(C2)C)=O)C=C(O3)C3=CC(=C(C(=C3)C)OCCCO)C)C(=C1)C)C